COC1=CC=C(C=C1)NC(COCC1=C(C=CC=C1)O)=O N-(4-methoxyphenyl)-2-(2-hydroxybenzyloxy)acetamide